N-(2-methylnonyl)-bicyclo[2.2.1]Hept-5-ene-2,3-dicarboximide CC(CN1C(=O)C2C3C=CC(C2C1=O)C3)CCCCCCC